1-(2-((5-([1,2,4]triazolo[1,5-a]pyridin-7-yl)-4-methoxy-7H-pyrrolo[2,3-d]pyrimidin-2-yl)amino)-7-azaspiro[3.5]nonan-7-yl)ethan-1-one N=1C=NN2C1C=C(C=C2)C2=CNC=1N=C(N=C(C12)OC)NC1CC2(C1)CCN(CC2)C(C)=O